C(C)(C)(C)OC(=O)N1CC(C1)CN1C(=NC2=C1C(=CC(=C2)C(=O)OC)Cl)C=2N(C1=CC=CC=C1C2)CC2CC2 methyl 1-((1-(tert-butoxycarbonyl) azetidin-3-yl) methyl)-7-chloro-2-(1-(cyclopropylmethyl)-1H-indol-2-yl)-1H-benzo[d]imidazole-5-carboxylate